C(CCC)C1=CSC=C1CCCC 3,4-dibutyl-thiophene